(S)-1-(6-((2-amino-3-chloropyridin-4-yl)thio)pyrido[2,3-b]pyrazin-2-yl)-4'H,6'H-spiro[piperidine-4,5'-pyrrolo[1,2-b]pyrazole]-4'-amine (trifluoroacetate) FC(C(=O)O)(F)F.NC1=NC=CC(=C1Cl)SC=1C=CC=2C(=NC=C(N2)N2CCC3([C@@H](C=4N(N=CC4)C3)N)CC2)N1